[N].[V] vanadium nitrogen